(2S,4R)-1-(((9H-fluoren-9-yl)methoxy)carbonyl)-4-(pyrimidin-5-ylmethyl)pyrrolidine-2-carboxylic acid C1=CC=CC=2C3=CC=CC=C3C(C12)COC(=O)N1[C@@H](C[C@H](C1)CC=1C=NC=NC1)C(=O)O